24-(methylamino)-13,16-dioxa-8,9,10,19,21,25-hexazapentacyclo[18.6.2.24,7.06,10.023,27]triaconta-1(26),4,6,8,20(28),21,23(27),24,29-nonaen-2-yn-18-one CNC=1C=2C=NC=3NC(COCCOCCN4N=NC5=C4C=C(C#CC(=CN1)C2C3)C=C5)=O